OC(CN(CCC1(OCCO1)C)CC(CCCCCCCCCC)O)CCCCCCCCCC (2-(bis(2-hydroxydodecyl)amino)ethyl)methyl-[1,3]-dioxolane